2-((4-(2-methylphenoxy)phenyl)imino)-4-phenylthiazole CC1=C(OC2=CC=C(C=C2)N=C2SC=C(N2)C2=CC=CC=C2)C=CC=C1